Cl.N1CC(CC1)C(CO)CO 2-(pyrrolidin-3-yl)propane-1,3-diol hydrochloride